ClCCN1C(=NC2=C(C1=O)C=NN2C2=CC=C(C=C2)F)C=2C=NC(=CC2)F 5-(2-chloroethyl)-1-(4-fluorophenyl)-6-(6-fluoropyridin-3-yl)-1,5-dihydro-4H-pyrazolo[3,4-d]pyrimidin-4-one